methyl 2-[(4-chloro-5-fluoropyridin-2-yl)(hydroxy)methyl]prop-2-enoate ClC1=CC(=NC=C1F)C(C(C(=O)OC)=C)O